methyl cis-5-(2,5-diazabicyclo[4.2.0]octan-2-yl)pyridine-2-carboxylate [C@@H]12N(CCN[C@H]2CC1)C=1C=CC(=NC1)C(=O)OC